3-{[(2R)-oxolan-2-yl]methoxylpyridin-4-yl}-1,5,6,7-tetrahydro-4H-pyrrolo[3,2-c]pyridin-4-one O1[C@H](CCC1)COC1=NC=CC(=C1)C1=CNC2=C1C(NCC2)=O